CC(CC(C)C)=NCCC[Si](OCC)(OCC)OCC N-(1,3-dimethylbutylidene)-3-triethoxysilyl-1-propanamine